2-(2-{[(2S)-1-[(2S,4R)-4-hydroxy-2-{[(1S)-1-[4-(4-methyl-1,3-thiazol-5-yl)phenyl]ethyl]carbamoyl}pyrrolidin-1-yl]-3,3-dimethyl-1-oxobutan-2-yl]carbamoyl}ethyl)phenylboronic acid O[C@@H]1C[C@H](N(C1)C([C@H](C(C)(C)C)NC(=O)CCC1=C(C=CC=C1)B(O)O)=O)C(N[C@@H](C)C1=CC=C(C=C1)C1=C(N=CS1)C)=O